(S)-2-(8-(5-(1-(4-(2-(3-aminoprop-1-yn-1-yl)phenoxy)butyl)piperidin-4-yl)pyrimidin-2-yl)-6,6a,7,8,9,10-hexahydro-5H-pyrazino[1',2':4,5]pyrazino[2,3-c]pyridazin-2-yl)phenol NCC#CC1=C(OCCCCN2CCC(CC2)C=2C=NC(=NC2)N2C[C@H]3N(C=4C(=NN=C(C4)C4=C(C=CC=C4)O)NC3)CC2)C=CC=C1